(S)-ethyl 8-(2-amino-6-((R)-2,2,2-trifluoro-1-(4-(6-methoxypyridin-3-yl)-2-(3-methyl-1H-pyrazol-1-yl)phenyl)ethoxy)pyrimidin-4-yl)-2,8-diazaspiro[4.5]decane-3-carboxylate NC1=NC(=CC(=N1)N1CCC2(C[C@H](NC2)C(=O)OCC)CC1)O[C@@H](C(F)(F)F)C1=C(C=C(C=C1)C=1C=NC(=CC1)OC)N1N=C(C=C1)C